N-(4-(N-(3-((3,5-dimethoxyphenyl)amino)quinolin-2-yl)sulfamoyl)phenyl)-3-methoxy-4-methylbenzamide COC=1C=C(C=C(C1)OC)NC=1C(=NC2=CC=CC=C2C1)NS(=O)(=O)C1=CC=C(C=C1)NC(C1=CC(=C(C=C1)C)OC)=O